C(CCCCC)C=1N=C(NC1)CC hexyl-ethyl-imidazole